3-(9-((4-(((tert-butoxycarbonyl)amino)methyl)phenyl)carbamoyl)-4,5-dihydrobenzo[b]thieno[2,3-d]oxepin-8-yl)-6-((3-hydroxypropyl)carbamoyl)picolinate C(C)(C)(C)OC(=O)NCC1=CC=C(C=C1)NC(=O)C1=CC2=C(OCCC3=C2SC=C3)C=C1C=1C(=NC(=CC1)C(NCCCO)=O)C(=O)[O-]